[N+](=O)([O-])C1=C2C(=CC=NC2=C(C=C1)O)N1CCCCC1 5-nitro-4-(piperidin-1-yl)quinolin-8-ol